O1CC(C1)C(C1COC1)[SiH](OCC)CC di(oxetan-3-yl)methylethylethoxysilane